(4-(5-methyl-2H-tetrazol-2-yl)phenyl)methylamine hydrochloride Cl.CC=1N=NN(N1)C1=CC=C(C=C1)CN